CC1=CC=C(N=N1)NC1=CC2=C(N(C=N2)C2=CC=C(C(=N2)C=2C=NN(C2C)CC(F)(F)F)C(C)O)C=C1 1-[6-[5-[(6-Methylpyridazin-3-yl)amino]benzimidazol-1-yl]-2-[5-methyl-1-(2,2,2-trifluoroethyl)pyrazol-4-yl]-3-pyridyl]ethanol